3-oxo-4-benzoyloxy-6-triethylsiloxy-1-cyclohexene O=C1C=CC(CC1OC(C1=CC=CC=C1)=O)O[Si](CC)(CC)CC